methyl (1S,3aR,6aS)-2-(4-methoxy-1H-indole-2-carbonyl)octahydrocyclopenta[c]pyrrole-1-carboxylate COC1=C2C=C(NC2=CC=C1)C(=O)N1[C@@H]([C@@H]2[C@H](C1)CCC2)C(=O)OC